C(C)(C)(C)OC(=O)NC1CC2(C1)CCN(CC2)C(=O)NC2=NC(N(C=C2)C2=CC=C(CCN1CC3C(C3C1)CNC(OC(C)(C)C)=O)C=C2)=O t-butyl ((exo-3-(4-(4-(2-((t-butoxycarbonyl)amino)-7-azaspiro[3.5]nonane-7-carboxamido)-2-oxopyrimidin-1(2H)-yl)phenethyl)-3-azabicyclo[3.1.0]hexan-6-yl)methyl)carbamate